C1CCC2=CC(=CC=C12)NC1=NC=NC2=CC(=C(C=C12)OC1CCN(CC1)C(C=C)=O)OC 1-(4-((4-((2,3-dihydro-1H-inden-5-yl)amino)-7-methoxyquinazolin-6-yl)oxy)piperidin-1-yl)prop-2-en-1-one